(R)-3-(3-fluoro-4-(6-(2-propyl-2H-tetrazol-5-yl)pyridin-3-yl)phenyl)-5-(hydroxyfluoro-methyl)oxazolidin-2-one phosphate P(=O)(O)(O)O.FC=1C=C(C=CC1C=1C=NC(=CC1)C=1N=NN(N1)CCC)N1C(O[C@H](C1)C(F)O)=O